N-(1-(4-(2-(4-aminoazepan-1-yl)ethyl)phenyl)-2-oxo-1,2-dihydropyrimidin-4-yl)-2,7-diazaspiro[3.5]nonane-7-carboxamide hydrochloride salt Cl.NC1CCN(CCC1)CCC1=CC=C(C=C1)N1C(N=C(C=C1)NC(=O)N1CCC2(CNC2)CC1)=O